C(C1=CC=CC=C1)OC1=CC2=C(C(=C(S2)C2=CC=C(C=C2)F)OC=2C=CC(=NC2)N2CCC(CC2)C(OC)OC)C=C1 5-[6-benzyloxy-2-(4-fluorophenyl)benzothien-3-yl]oxy-2-[4-(dimethoxymethyl)-1-piperidinyl]pyridine